C(C1=CC=CC=C1)(=O)O[C@H]1[C@H]([C@@H](O[C@@H]1CO)N1C(=O)NC(=O)C=C1)OC 3'-O-Benzoyl-2'-O-methyluridine